6-iodoindole IC1=CC=C2C=CNC2=C1